FC=1C=C(C=CC1)C1(CCOCC1)C(=O)N[C@@H](C)C1=CC=C(C(=O)O)C=C1 4-[(1S)-1-[[4-(3-fluorophenyl)tetrahydropyran-4-carbonyl]amino]ethyl]benzoic acid